C(C=C)C1(CN(C1)C(=O)OC(C)(C)C)C(=O)OC 1-(tert-butyl) 3-methyl 3-allylazetidine-1,3-dicarboxylate